5-Amino-1-butyl-3-((1s,4s)-4-((5,5-dimethyl-2,4-dioxo-3-((2-(trimethylsilyl)ethoxy)methyl)imidazolidin-1-yl)methyl)cyclohexyl)pyrido[4,3-d]pyrimidine-2,4(1H,3H)-dione NC1=NC=CC=2N(C(N(C(C21)=O)C2CCC(CC2)CN2C(N(C(C2(C)C)=O)COCC[Si](C)(C)C)=O)=O)CCCC